4-fluoro-N-(1-phenylvinyl)benzamide FC1=CC=C(C(=O)NC(=C)C2=CC=CC=C2)C=C1